NC1=C2N=CN(C2=NC=N1)[C@H]1C(=C[C@H](O1)OCP(=O)(OC1=CC=CC=C1)N[C@@H](C)C(=O)OCC)F ethyl (((((2R,5R)-5-(6-amino-9H-purin-9-yl)-4-fluoro-2,5-dihydrofuran-2-yl) oxy) methyl) (phenoxy)phosphoryl)-L-alaninate